tert-butyl (S)-4-(4-(5-(1-(2-chlorophenyl)ethoxy)pyridin-3-yl)-1H-pyrazol-1-yl)piperidine-1-carboxylate ClC1=C(C=CC=C1)[C@H](C)OC=1C=C(C=NC1)C=1C=NN(C1)C1CCN(CC1)C(=O)OC(C)(C)C